FC1=C(C(=O)NC=2C=NC(=CC2)N2N=C(C=C2C(F)(F)F)C2=NOC(N2C)=O)C(=CC=C1)F 2,6-Difluoro-N-(6-(3-(4-methyl-5-oxo-4,5-dihydro-1,2,4-oxadiazol-3-yl)-5-(trifluoromethyl)-1H-pyrazol-1-yl)pyridin-3-yl)benzamide